ClC1=C(C(=CC=C1)Cl)NC(=O)C=1C(=NC(=NC1)NC1=CC=C2CCNCC2=C1)OCC N-(2,6-dichlorophenyl)-4-ethoxy-2-[(1,2,3,4-tetrahydroisoquinolin-7-yl)amino]pyrimidine-5-carboxamide